FC1=C(C(=O)Cl)C=CC(=C1)[N+](=O)[O-] 2-fluoro-4-nitrobenzoyl chloride